N1=CC=CC2=CC=CC(=C12)C1(CC1)C1=C(C(=O)N)C=CC=C1 (1-(quinolin-8-yl)cyclopropyl)benzamide